tetraethylene glycol aminomethanesulfonate NCS(=O)(=O)OCCOCCOCCOCCO